(S)-2-(tert-butoxy)-2-(7-(4-chlorophenyl)-2-(3-(1-((1s,3s)-3-hydroxycyclobutyl)piperidin-4-yl)-1-methyl-1H-pyrazolo[4,3-b]pyridin-5-yl)-5-methylbenzo[d]thiazol-6-yl)acetic acid C(C)(C)(C)O[C@H](C(=O)O)C1=C(C2=C(N=C(S2)C2=CC=C3C(=N2)C(=NN3C)C3CCN(CC3)C3CC(C3)O)C=C1C)C1=CC=C(C=C1)Cl